(R)-1-cyclopropyl-4-(3-(5-(3-hydroxy-1-methyl-2-oxopyrrolidin-3-yl)isoxazol-3-yl)phenyl)-5-methyl-1H-imidazole-2-carboxamide C1(CC1)N1C(=NC(=C1C)C1=CC(=CC=C1)C1=NOC(=C1)[C@]1(C(N(CC1)C)=O)O)C(=O)N